N-(5-phenylpyridin-2-yl)-1H-indol-5-amine C1(=CC=CC=C1)C=1C=CC(=NC1)NC=1C=C2C=CNC2=CC1